S-Ethylcysteine C(C)SC[C@H](N)C(=O)O